CC(C[C@@H](C(N[C@@H](C[C@H]1C(NCC1)=O)C(COC1=C(C(=CC(=C1F)F)F)F)=O)=O)NC(O[C@H]1CO[C@H]2OCC[C@H]21)=O)C (3R,3aS,6aR)-hexahydrofuro[2,3-b]furan-3-yl ((S)-4-methyl-1-oxo-1-(((S)-3-oxo-1-((S)-2-oxopyrrolidin-3-yl)-4-(2,3,5,6-tetrafluorophenoxy)butan-2-yl)amino)pentan-2-yl)carbamate